4-{[(4-(methylthio)phenyl)methyl]Amino}-N-pentylpyrrolidine-2-carboxamide CSC1=CC=C(C=C1)CNC1CC(NC1)C(=O)NCCCCC